3-(2,6-difluorophenyl)-N-[(4S)-3,4-dihydro-2H-1-benzopyran-4-yl]-2-methyl-7-(propan-2-yl)pyrazolo[1,5-a]pyridine-6-carboxamide FC1=C(C(=CC=C1)F)C=1C(=NN2C1C=CC(=C2C(C)C)C(=O)N[C@H]2CCOC1=C2C=CC=C1)C